6-chloro-7-(5,6-dihydrocyclopenta[c]pyrazol-1(4H)-yl)-1H-indole-3-sulfonyl chloride ClC1=CC=C2C(=CNC2=C1N1N=CC2=C1CCC2)S(=O)(=O)Cl